(2-chloro-4-(1-(piperidin-4-yl)azetidin-3-ylamino)phenyl)(piperidin-1-yl)methanone hydrochloride Cl.ClC1=C(C=CC(=C1)NC1CN(C1)C1CCNCC1)C(=O)N1CCCCC1